OCC=1C=C(CN2C=C(C=C2)C=2C=C(N=NC2C)C=2C(NC(NC2)=O)=O)C=CC1 5-(5-(1-(3-(hydroxymethyl)benzyl)-1H-pyrrol-3-yl)-6-methylpyridazin-3-yl)pyrimidine-2,4(1H,3H)-dione